C(C)(C)(C)OC(=O)N1C(C(CC1)N(C)C1=NC(=NC2=C(C(=C(C=C12)C(F)(F)F)Br)F)OC[C@H]1N(CCC1)C)COC 3-[[7-bromo-8-fluoro-2-[[(2S)-1-methylpyrrolidin-2-yl]methoxy]-6-(trifluoromethyl)quinazolin-4-yl]-methyl-amino]-2-(methoxymethyl)pyrrolidine-1-carboxylic acid tert-butyl ester